Cl.O=C1NC2=CC=CC=C2C(=C1)N1CCC2(CC(C2)NS(=O)(=O)N)CC1 N-(7-(2-oxo-1,2-dihydroquinolin-4-yl)-7-azaspiro[3.5]nonan-2-yl)sulfamide hydrochloride